BrC1=CC=C(C=C1)C1CC1 1-(4-bromophenyl)cyclopropane